potassium thiophenolate C1(=CC=CC=C1)[S-].[K+]